N=1C=NN2C1C=C(C=C2)OC2=C(C(=C(C=C2)NC=2C1=C(N=CN2)C=CC(=N1)[C@@H]1[C@H]2CN([C@@H](C1)CC2)C(=O)OC(C)(C)C)F)C |r| rac-tert-butyl (1R,4S,5S)-5-(4-((4-([1,2,4]triazolo[1,5-a]pyridin-7-yloxy)-2-fluoro-3-methylphenyl)amino)pyrido[3,2-d]pyrimidin-6-yl)-2-azabicyclo[2.2.2]octane-2-carboxylate